N-[3-(dimethylamino)propyl]eicosanamide CN(CCCNC(CCCCCCCCCCCCCCCCCCC)=O)C